(R)- and (S)-N-[2-fluoro-4-(pyrazol-1-yl)phenyl]-2-[methoxy(1-methylpiperidin-4-yl)methyl]-1,6-naphthyridin-7-amine FC1=C(C=CC(=C1)N1N=CC=C1)NC1=NC=C2C=CC(=NC2=C1)[C@@H](C1CCN(CC1)C)OC |r|